tert-Butyl-(R,E)-2-(2-(N-((2,6-diisopropylphenyl)carbamoyl)sulfamoyl)vinyl)-2-methylpyrrolidin-1-carboxylat C(C)(C)(C)OC(=O)N1[C@@](CCC1)(C)\C=C\S(NC(NC1=C(C=CC=C1C(C)C)C(C)C)=O)(=O)=O